ClC1=CC2=C(N=CN(C2=O)[C@H](CO)C)C(=N1)Cl (S)-6,8-dichloro-3-(1-hydroxyprop-2-yl)pyrido[3,4-d]pyrimidin-4(3H)-one